C(C1=CC=CC=C1)NC1=NC(=NN2C1=CC=C2C2CNCCO2)N2C(=CC=1C(=CC=CC21)C(=O)N)C (4-(benzylamino)-7-(morpholin-2-yl)pyrrolo[2,1-f][1,2,4]triazin-2-yl)-2-methyl-1H-indole-4-carboxamide